CC(CC1=CC=CC=C1)(CC(C)C)NC(=O)C=1C=C2C(=NC1OC)N(C=C2)C N-(2,4-dimethyl-1-phenylpentan-2-yl)-6-methoxy-1-methyl-1H-pyrrolo[2,3-b]pyridine-5-carboxamide